N-(methyl(oxo)(pyridin-4-yl)-λ6-sulfaneylidene)-4-((5-(trifluoromethyl)-1,2,4-oxadiazol-3-yl)methyl)benzamide CS(=NC(C1=CC=C(C=C1)CC1=NOC(=N1)C(F)(F)F)=O)(C1=CC=NC=C1)=O